3-(5-fluoroisoquinolin-4-yl)-6-(trifluoromethyl)quinazoline-2,4(1H,3H)-dione FC1=C2C(=CN=CC2=CC=C1)N1C(NC2=CC=C(C=C2C1=O)C(F)(F)F)=O